tert-butyl 4-(phenoxycarbonylamino)pyrazole-1-carboxylate O(C1=CC=CC=C1)C(=O)NC=1C=NN(C1)C(=O)OC(C)(C)C